ClC=1C=CC(=C(C(=O)N(C2=CC=CC=C2)CCNC(OC(C)(C)C)=O)C1)C#N tert-butyl (2-(5-chloro-2-cyano-N-phenylbenzamido)ethyl)carbamate